[Ca].CC1(CN(CCO1)C=1C=C2C=C(N(C2=CC1)[C@@]1([C@H](C1)C)C1=NOC(N1)=O)C(=O)N(C1=CC=CC=C1)C)C 5-(2,2-dimethylmorpholinyl)-N-methyl-1-((1S,2S)-2-methyl-1-(5-oxo-4,5-dihydro-1,2,4-oxadiazol-3-yl)cyclopropyl)-N-phenyl-1H-indole-2-carboxamide calcium